N'-(4-{[3-(difluoromethoxy)phenyl]sulfanyl}-2,5-dimethylphenyl)-N-ethyl-N-methylimidoformamide FC(OC=1C=C(C=CC1)SC1=CC(=C(C=C1C)N=CN(C)CC)C)F